N-(cyanomethyl)-4-(2-((6-methoxypyridin-3-yl)methyl)-2H-tetrazol-5-yl)benzenesulfonamide C(#N)CNS(=O)(=O)C1=CC=C(C=C1)C=1N=NN(N1)CC=1C=NC(=CC1)OC